C(CCCCCCCCCCC)SCCC1OCC2(CO1)COC(OC2)CCSCCCCCCCCCCCC 3,9-bis(2-dodecylthioethyl)-2,4,8,10-tetraoxaspiro[5.5]undecane